3-(3-chloro-4-fluorophenyl)-5-(2-(3-ethyl-3-fluoroazetidin-1-yl)-2-oxoethyl)thieno[3,2-c]pyridin-4(5H)-one ClC=1C=C(C=CC1F)C1=CSC2=C1C(N(C=C2)CC(=O)N2CC(C2)(F)CC)=O